Methyl 2-(6-chloro-9H-carbazol-3-yl)propanoate ClC=1C=C2C=3C=C(C=CC3NC2=CC1)C(C(=O)OC)C